CS(=O)(=O)C=1C=C(C(=O)N[C@@H](C)C2=NC=NN2C=2N=CC=NC2)C=C(C1)C(F)(F)F 5-(5-{(1S)-1-[3-(Methylsulfonyl)-5-(trifluoromethyl)benzamido]ethyl}-1H-1,2,4-triazol-1-yl)pyrazin